CC(C(C(C)NC(=O)[C@H]1C[C@H](CC1)C(=O)OC)=O)(C)C cis-methyl 3-((4,4-dimethyl-3-oxopentan-2-yl)carbamoyl)cyclopentane-1-carboxylate